3-(5-bromo-4-methylpyridin-2-yl)pyridin-2(1H)-one BrC=1C(=CC(=NC1)C=1C(NC=CC1)=O)C